3-(azetidin-3-yloxy)-5-fluoropyridine N1CC(C1)OC=1C=NC=C(C1)F